Cl.C(C)(C)OC=1C=NC(=NC1)N1CC(C1)NC=1C2=C(N=CN1)C1=C(O2)N=C(C=C1C)C N-[1-(5-isopropoxypyrimidin-2-yl)azetidin-3-yl]-7,9-dimethyl-pyrido[3',2':4,5]furo[3,2-d]pyrimidin-4-amine hydrochloride